S(N)(=O)(=O)N1CCNCC1 4-sulfamoyl-piperazin